ClC1=C(CN2C3=C(SCC2=O)C=CC(=C3)OC)C(=CC=C1)F 4-(2-chloro-6-fluorobenzyl)-6-methoxy-2H-benzo[b][1,4]thiazin-3(4H)-one